N1C(NC(C2=C1C1=C(N=C2)NC=C1)=O)=O 1,7-dihydro-2H-pyrrolo[3',2':5,6]pyrido[4,3-d]pyrimidine-2,4(3H)-dione